C(C)NCCS(=O)(=O)[O-].[Na+] sodium ethyltaurate